pyridyl-diazepane N1=C(C=CC=C1)N1NCCCCC1